NC1=NC=C2N(C(N(C2=N1)[C@@H]1O[C@@H](C[C@H]1O)[C@H](CF)O)=O)CC1CC1 2-amino-7-(cyclopropylmethyl)-9-((2R,3R,5S)-5-((R)-2-fluoro-1-hydroxyethyl)-3-hydroxytetrahydrofuran-2-yl)-7,9-dihydro-8H-purin-8-one